3-(8-amino-2-(amino(2,6-difluorophenyl)methyl)-5-(1-methyl-6-oxo-1,6-dihydropyridazin-3-yl)-[1,2,4]triazolo[1,5-a]pyrazin-6-yl)benzonitrile NC=1C=2N(C(=C(N1)C=1C=C(C#N)C=CC1)C1=NN(C(C=C1)=O)C)N=C(N2)C(C2=C(C=CC=C2F)F)N